2-[4-(difluoromethoxy)-3-fluoro-phenyl]-4,4,5,5-tetramethyl-1,3,2-dioxaborolane FC(OC1=C(C=C(C=C1)B1OC(C(O1)(C)C)(C)C)F)F